BrC=1C=CC2=C(N(C(N2)=N)C[C@@H](CCCO)C)C1 (R)-5-(6-bromo-2-imino-2,3-dihydro-1H-benzo[d]imidazol-1-yl)-4-methylpentan-1-ol